BrC1=CC=C(OC=2SC=3N=C4N(C(C3N2)=O)CCC4)C=C1 2-(4-bromophenoxy)-6,7-dihydropyrrolo[1,2-a]thiazolo[5,4-d]pyrimidin-9(5H)-one